FC=1C=C(C=C2CN(C(C12)=O)C)OC 7-fluoro-5-methoxy-2-methylisoindolin-1-one